FC1=C2C(=NNC2=CC=C1OC)I 4-fluoro-3-iodo-5-methoxy-1H-indazole